O1C=CC2=C1C=C(C=C2)C[C@H](C)N (S)-1-(benzofuran-6-yl)propan-2-amine